COC=1C=C(C=CC1OCC=1C=NC(=CC1)C)N(C1=C(C=2N=C(C=NC2C=C1)N1CCOCC1)C#N)C 6-((3-methoxy-4-((6-methylpyridin-3-yl)methoxy)phenyl)(methyl)amino)-3-morpholino-quinoxaline-5-carbonitrile